O=C1NC(CCC1N1C(N(C2=C3CCCN(C3=CC=C21)C2CCN(CC2)C(=O)OC(C)(C)C)C)=O)=O tertbutyl 4-[3-(2,6-dioxo-3-piperidyl)-1-methyl-2-oxo-8,9-dihydro-7H-imidazo[4,5-f]quinolin-6-yl]piperidine-1-carboxylate